2-fluoro-4-(6-fluoropyridin-3-yl)aniline FC1=C(N)C=CC(=C1)C=1C=NC(=CC1)F